C1(=C(C=CC=C1)NC(=S)NC(=O)NCCCCC1=CC=C(C=C1)C1=NN(C=N1)C1=CC=C(C=C1)OC(F)(F)F)C 1-(o-tolylcarbamothioyl)-3-[4-[4-[1-[4-(trifluoromethoxy)phenyl]-1H-1,2,4-triazol-3-yl]phenyl]butyl]urea